BrC1=C(C=C(C=C1)NC(OC(C)(C)C)=O)C(C)(C)O tert-butyl (4-bromo-3-(2-hydroxypropan-2-yl)phenyl)carbamate